FC(CN1N=C(C2=CC=CC=C12)C(=O)Cl)(F)F 1-(2,2,2-trifluoroethyl)-1H-indazole-3-carbonyl chloride